[C@H]12CN(C[C@H](CC1)N2)C2=NC(=NC1=C(C=C(C=C21)Cl)F)N(C)CCCN(C)C (S or R)-4-((1R,5S)-3,8-diazabicyclo[3.2.1]octan-3-yl)-6-chloro-2-((3-(dimethyl-amino)propyl)(methyl)amino)-8-fluoro-quinazolin